heptyl-4-biphenyl-carbonitrile C(CCCCCC)C1=C(C=CC(=C1)C#N)C1=CC=CC=C1